N1(CCOCC1)C1=NC(=NC(=N1)N1C2COCC1CC2)C2=CC=C(C=C2)NC(=O)NC2=CC=NC=C2 1-[4-[4-morpholin-4-yl-6-(3-oxa-8-azabicyclo[3.2.1]oct-8-yl)-1,3,5-triazin-2-yl]phenyl]-3-pyridin-4-ylurea